OC[C@H]1N(CCC1)C(=O)C1=CSC2=C1N=C(N=C2N2[C@@H](COCC2)C)C2=C1C(=NC=C2)NC=C1 ((S)-2-(hydroxymethyl)pyrrolidin-1-yl)(4-((R)-3-methylmorpholino)-2-(1H-pyrrolo[2,3-b]pyridin-4-yl)thieno[3,2-d]pyrimidin-7-yl)methanone